(E)-benzyl 7-(4,4,5,5-tetramethyl-1,3,2-dioxaborolan-2-yl)hept-6-enoate CC1(OB(OC1(C)C)/C=C/CCCCC(=O)OCC1=CC=CC=C1)C